isostearylamide C(CCCCCCCCCCCCCCC(C)C)[NH-]